ClC1=CC2C(=C(C(=NC2C=C1C1=CC=CC2=CC=C(C(=C12)Cl)F)OC[C@H]1N(CCC1)C)CC#N)N1C[C@@H](N(CC1)C(C(=C)F)=O)CC#N 6-chloro-7-(8-chloro-7-fluoronaphthalen-1-yl)-4-((S)-3-(cyanomethyl)-4-(2-fluoroacryloyl)piperazin-1-yl)-2-(((S)-1-methylpyrrolidin-2-yl)methoxy)-4a,8a-dihydroquinoline-3-acetonitrile